ClC1=C(C(=CC=C1)F)N1C=2N(C3=C(C1=O)C=NC(=N3)NC3=CC(=C(C(=C3)C)N3CCN(CC3)C)F)CCN2 6-(2-Chloro-6-fluorophenyl)-2-((3-fluoro-5-methyl-4-(4-methylpiperazin-1-yl)phenyl)amino)-8,9-dihydroimidazo[1,2-a]pyrimido[5,4-e]pyrimidin-5(6H)-one